(acryloyloxy)-2-hydroxypropyl methacrylate C(C(=C)C)(=O)OCC(COC(C=C)=O)O